6-Azacytosine N1C(=O)N=C(N)C=N1